COC1=C(C=C(C(=C1)CCCCC)OC)C=C(CO[SiH](C)C)[N+](=O)[O-] (3-(2,5-dimethoxy-4-pentylphenyl)-2-nitroallyloxy)dimethylsilane